5-(pentane-3-yloxy)7-oxo-bicyclo[4.1.0]hept-3-ene-3-carboxylic acid ethyl ester C(C)OC(=O)C=1CC2C(C2C(C1)OC(CC)CC)=O